N1=C(C=CC2=CC=CC=C12)C1OC(=C(C1=O)OS(=O)(=O)CC1=CC=CC=C1)N 2-(2-quinolinyl)-4-[[phenylmethylsulfonyl]oxy]-5-amino-3(2H)-furanone